1-[6-chloro-4-[difluoro(phenyl)methyl]-2-pyridinyl]piperazine ClC1=CC(=CC(=N1)N1CCNCC1)C(C1=CC=CC=C1)(F)F